FC=1C=C(C=C(C1F)N1CCCC1)[C@H]1[C@@H](C1)C=1C=NC(=NC1)C1=NC=CC=N1 trans-5-(2-(3,4-difluoro-5-(pyrrolidin-1-yl)phenyl)cyclopropyl)-2,2'-bipyrimidine